C(C)C(CC1=C(C(=O)O)C=CC(=C1)N(C)C)CCCC.C(C)C(COC(C1=CC=C(C=C1)N(C)C)=O)CCCC 2-ethylhexyl-4-dimethylaminobenzoate (2-ethylhexyl 4-dimethylaminobenzoate)